3-(2-fluoroethyl)adamantan-1-amine FCCC12CC3(CC(CC(C1)C3)C2)N